4-ethyl-N-(5-(3-(4-methyl-5-oxo-4,5-dihydro-1,3,4-oxadiazol-2-yl)-5-(trifluoromethyl)-1H-pyrazol-1-yl)pyridin-2-yl)benzamide C(C)C1=CC=C(C(=O)NC2=NC=C(C=C2)N2N=C(C=C2C(F)(F)F)C=2OC(N(N2)C)=O)C=C1